ClC=1C=NC(=NC1)C12CCC(CC2C1)OC[C@@H]1N([C@@H](C[C@@H]1NC(C(F)(F)F)=O)C)C(=O)OC methyl (2R,3S,5R)-2-(((6-(5-chloropyrimidin-2-yl)bicyclo[4.1.0]heptan-3-yl)oxy)methyl)-5-methyl-3-(2,2,2-trifluoroacetamido)pyrrolidine-1-carboxylate